(4,4,5,5-tetramethyl-1,3,2-dioxaborolan-2-yl)-1H-indole-7-carboxylic acid methyl ester COC(=O)C=1C=CC=C2C=CN(C12)B1OC(C(O1)(C)C)(C)C